ClC1=NC(=CC2=C1NC(N2CC)=O)Cl 4,6-dichloro-1-ethyl-1,3-dihydro-2H-imidazo[4,5-c]pyridin-2-one